silicon (triethoxysilane) C(C)O[SiH](OCC)OCC.[Si]